(4-amino-1,3-dihydrofuro[3,4-c][1,7]naphthyridin-8-yl)((4aS,9bS)-7-(trifluoromethyl)-3,4,4a,9b-tetrahydrofuro[2,3-b:4,5-b']dipyridin-1(2H)-yl)methanone NC1=NC=2C=NC(=CC2C2=C1COC2)C(=O)N2[C@@H]1[C@H](CCC2)OC2=NC(=CC=C21)C(F)(F)F